methyl (2S,4R)-4-isopropoxypyrrolidine-2-carboxylate hydrochloride Cl.C(C)(C)O[C@@H]1C[C@H](NC1)C(=O)OC